C(=C)N1C(N(C(=C1)C#N)CCCCCCCC)C#N 1-vinyl-3-octyl-imidazoledinitrile